(8-(3-bromo-4-cyano-1H-pyrazolo[3,4-d]pyrimidin-6-yl)-3-methyl-8-azabicyclo[3.2.1]oct-3-yl)carbamic acid tert-butyl ester C(C)(C)(C)OC(NC1(CC2CCC(C1)N2C2=NC(=C1C(=N2)NN=C1Br)C#N)C)=O